C(C)C1=CC=C(C=C1)C(C(=O)NC)(CC)NC(=O)C=1C=NN2C1N[C@H](CC2(C)C)C2=CC=CC=C2 (5R)-N-(2-(4-Ethylphenyl)-1-(methylamino)-1-oxobutan-2-yl)-7,7-dimethyl-5-phenyl-4,5,6,7-tetrahydropyrazolo[1,5-a]pyrimidine-3-carboxamide